2-(2,4-dihydroxy-5-isopropylbenzoyl)-1,3-dihydroisoindole-5-carbaldehyde OC1=C(C(=O)N2CC3=CC=C(C=C3C2)C=O)C=C(C(=C1)O)C(C)C